O1N=CC2=C1C=CC(=C2)NC(=O)C=2C=NN1C2N=C(C=C1C)C N-(1,2-Benzoxazol-5-Yl)-5,7-Dimethylpyrazolo[1,5-A]Pyrimidine-3-Carboxamide